Ethyl 2-cyano-2-(3,4-dichlorophenyl)acetate C(#N)C(C(=O)OCC)C1=CC(=C(C=C1)Cl)Cl